adamantane fluorine [F].C12CC3CC(CC(C1)C3)C2